COC(C1=C(C=CC(=C1)C=CC(=O)N1CCN(CC1)C)OC)=O methyl-2-methoxy-5-(3-(4-methylpiperazin-1-yl)-3-oxoprop-1-en-1-yl)benzoate